C1CCCC12C/C(/NC2)=C(/C(=O)OCC)\[N+](=O)[O-] ethyl (2E)-2-(8-azaspiro[4.4]nonan-7-ylidene)-2-nitro-acetate